3-bromo-6-[(tert-butyldiphenylsilyl)oxy]-5,5-dimethyl-2-oxohexanoic acid ethyl ester C(C)OC(C(C(CC(CO[Si](C1=CC=CC=C1)(C1=CC=CC=C1)C(C)(C)C)(C)C)Br)=O)=O